3,7-Dihydroxy-8-methoxy-2-(4-(morpholinomethyl)phenyl)-4H-chromen-4-one hydrochloride Cl.OC1=C(OC2=C(C(=CC=C2C1=O)O)OC)C1=CC=C(C=C1)CN1CCOCC1